4-(naphthalene-2-yl)-2,2-diphenyl-1,2-dihydroquinazoline C1=C(C=CC2=CC=CC=C12)C1=NC(NC2=CC=CC=C12)(C1=CC=CC=C1)C1=CC=CC=C1